OC1=CC(=NN1C1=CC=CC=C1)C(=O)NCCCNC=1C2=CC=CC=C2N=C2CCCCC12 5-hydroxy-1-phenyl-N-(3-((1,2,3,4-tetrahydroacridin-9-yl)amino)propyl)-1H-pyrazole-3-carboxamide